(1-(4-(4-methylpiperazin-1-yl)phenyl)ethyl)-10H-phenothiazine CN1CCN(CC1)C1=CC=C(C=C1)C(C)C1=CC=CC=2SC3=CC=CC=C3NC12